CC(=C\C(=C/C=NS(=O)(=O)C1=CC=CC=C1)\N1CCCCCC1)C (2E)-N-[5-Methyl-3-(azepan-1-yl)hexa-2,4-dien-1-ylidene]benzenesulfonamide